COC(=O)C1=CC2=C(N=C(N2C[C@H]2OCC2)CC2=C(C=C(C(=C2)F)C2=NC(=CC=C2)OCC2=C(C=C(C=C2)C#N)F)F)S1 (S)-2-(4-(6-((4-cyano-2-fluorobenzyl)oxy)pyridin-2-yl)-2,5-difluorobenzyl)-1-(oxetan-2-ylmethyl)-1H-thieno[2,3-d]imidazole-5-carboxylic acid methyl ester